2,2''-Azobis-(N,N''-dimethyleneisobutyramidine) CC(C)(C1=NCCN1)N=NC(C)(C)C2=NCCN2